The molecule is a member of the class of benzothiazines that is 2H-1,4-benzothiazine-3-carboxylic acid bearing additional hydroxy and 2-amino-2-carboxyethyl substituents at positions 5 and 7 respectively. It has a role as a human metabolite. It is a benzothiazine, a dicarboxylic acid, a member of phenols and a non-proteinogenic alpha-amino acid. C1C(=NC2=C(C=C(C=C2S1)CC(C(=O)O)N)O)C(=O)O